FC1=CC=C(C=C1)CCO 2-(4-fluorophenyl)ethanol